CC(C(=O)O)CCCCCCC(=O)O methylazelaic acid